FC(C=CC(=O)N1C(CCCC1)C=1NC(=CN1)C(=O)N)(F)F 2-(1-(4,4,4-trifluorobut-2-enoyl)piperidin-2-yl)-1H-imidazole-5-carboxamide